rac-tert-butyl (5-((1R,3S)-3-((4-bromopyridin-3-yl)oxy)cyclopentyl)pyrimidin-2-yl)(tert-butoxycarbonyl)carbamate BrC1=C(C=NC=C1)O[C@@H]1C[C@@H](CC1)C=1C=NC(=NC1)N(C(OC(C)(C)C)=O)C(=O)OC(C)(C)C |r|